(S)-3-(oxiran-2-ylmethoxy)benzenesulfonamide tert-butyl-4-[4-[[2-[methyl(methylsulfonyl)amino]benzoyl]amino]phenyl]sulfonylpiperazine-1-carboxylate C(C)(C)(C)OC(=O)N1CCN(CC1)S(=O)(=O)C1=CC=C(C=C1)NC(C1=C(C=CC=C1)N(S(=O)(=O)C)C)=O.O1[C@@H](C1)COC=1C=C(C=CC1)S(=O)(=O)N